N-[3-chloro-4-[4-[(2S,4R)-4-hydroxypyrrolidine-2-carbonyl]piperazine-1-carbonyl]phenyl]-5-[6-methoxy-2-(trifluoromethyl)-3-pyridyl]-1-methyl-imidazole-2-carboxamide ClC=1C=C(C=CC1C(=O)N1CCN(CC1)C(=O)[C@H]1NC[C@@H](C1)O)NC(=O)C=1N(C(=CN1)C=1C(=NC(=CC1)OC)C(F)(F)F)C